1-hydroxy-N4-(3-((2-methylquinolin-4-yl)amino)propyl)terephthalamide OC1(C(=O)N)CC=C(C(=O)NCCCNC2=CC(=NC3=CC=CC=C23)C)C=C1